NC1=C(C=CC(=C1)[N+](=O)[O-])NC(=O)[C@@H]1[C@H](C1)C1=CC(=CC=C1)Cl (1S,2S)-N-(2-amino-4-nitrophenyl)-2-(3-chlorophenyl)cyclopropane-1-carboxamide